FC=1C=NN(C1)C1=CC=C(C=N1)[C@H](C)N(C1=NC=C(C=C1)B1OC(C(O1)(C)C)(C)C)C (S)-N-(1-(6-(4-fluoro-1H-pyrazol-1-yl)pyridin-3-yl)ethyl)-N-methyl-5-(4,4,5,5-tetramethyl-1,3,2-dioxaborolane-2-yl)pyridin-2-amine